FC=1C=C(C=CC1I)N1C(O[C@H](C1)CNC(C)=O)=O (S)-N-{[3-(3-fluoro-4-iodophenyl)-2-oxooxazolidin-5-yl]methyl}acetamide